ClC1=NC(=NC=C1OC)N 4-chloro-5-methoxypyrimidin-2-amine